2,2-difluorocyclopentanol FC1(C(CCC1)O)F